CC12C=3C=C(C=CC3CC(N(CC1)CC=C)C2C)O 1,13-dimethyl-10-prop-2-enyl-10-azatricyclo[7.3.1.02,7]trideca-2(7),3,5-trien-4-ol